CC=1N(C2=CC=CC=C2C1)NC(/C(/C)=N/N1C(=CC2=CC=CC=C12)C)=O (2E)-N-(2-methylindol-1-yl)-2-(2-methylindol-1-yl)imino-propanamide